2,6-dimethyl-5-hepten-1-al CC(C=O)CCC=C(C)C